ClC=1C(=CC2=C(N(C[C@H](N(S2(=O)=O)C)C2CCCCC2)C2=CSC(=C2)Cl)C1)C=1C=CC(=C(C(=O)OC)C1)F methyl (R)-5-(7-chloro-5-(5-chlorothiophen-3-yl)-3-cyclohexyl-2-methyl-1,1-dioxido-2,3,4,5-tetrahydrobenzo[f][1,2,5]thiadiazepin-8-yl)-2-fluorobenzoate